C(CCCCCC(C)(C)C)(=O)[O-].C(CCCCCC(C)(C)C)(=O)[O-].[Bi+2] bismuth(II) dineodecanoate